C(C1=CC=CC=C1)N1[C@@H]([C@@H](C1)C)C(=O)OC(C)(C)C tert-butyl (2S,3R)-1-benzyl-3-methylazetidine-2-carboxylate